FC=1C(=CC(=NC1)C(F)(F)F)NC=1C=NC=2CCN=CC2C1 3-((5-fluoro-2-(trifluoromethyl)pyridin-4-yl)amino)-7,8-dihydro-1,6-naphthyridin